2-(3-chlorobenzyl)-N-(2-ethoxybenzyl)-8-methyl-4,5-dihydro-2H-furo[2,3-g]indazole-7-carboxamide ClC=1C=C(CN2N=C3C4=C(CCC3=C2)OC(=C4C)C(=O)NCC4=C(C=CC=C4)OCC)C=CC1